(1-Ethylcyclopentadienyl)(1,3-cyclohexadiene) iridium (I) [Ir+].C(C)C1(C=CC=C1)C1=CC=CCC1